4-Hexyl-Benzoic Acid C(CCCCC)C1=CC=C(C(=O)O)C=C1